1-(3-(4-Methoxyphenyl)-1,2,4-oxadiazol-5-yl)-N-((1-(((R)-Piperidin-3-yl)methyl)pyrrolidin-3-yl)methyl)piperidin-4-carboxamid COC1=CC=C(C=C1)C1=NOC(=N1)N1CCC(CC1)C(=O)NCC1CN(CC1)C[C@H]1CNCCC1